C(C)(C)(C)OC(=O)N1C[C@@H]2N(CC[C@@H]2[C@@H]1C)CC1=CC=CC=C1 |r| rac-(3ar,4s,6ar)-1-benzyl-4-methylhexahydropyrrolo[3,4-b]-pyrrole-5(1H)-carboxylic acid tert-butyl ester